5-amino-N-(3-(1-cyanocyclopropyl)phenyl)-6-methylnicotinamide NC=1C(=NC=C(C(=O)NC2=CC(=CC=C2)C2(CC2)C#N)C1)C